BrC=1C=CC=2N(C3=CC=C(C=C3C2C1)Br)CC(C)O 3-(3,6-dibromo-9H-carbazol-9-yl)-2-propanol